6-[[4-[[(1S)-2-hydroxy-1-phenyl-ethyl]amino]-5-(5-methyl-1,3,4-thiadiazol-2-yl)pyrimidin-2-yl]amino]-3,4-dihydro-2H-isoquinolin-1-one OC[C@H](C1=CC=CC=C1)NC1=NC(=NC=C1C=1SC(=NN1)C)NC=1C=C2CCNC(C2=CC1)=O